methylenephenyl-ethanone C=CC(=O)C1=CC=CC=C1